N-[(2S,3R)-2-[(3-chloro-2-fluorophenyl)-methyl]-4,4-difluoro-1-(oxetane-2-carbonyl)pyrrolidin-3-yl]ethanesulfonamide ClC=1C(=C(C=CC1)C[C@@H]1N(CC([C@@H]1NS(=O)(=O)CC)(F)F)C(=O)C1OCC1)F